5,7-dichloro-2-(piperidin-1-yl)-9H-chromeno[2,3-d]thiazol-9-one ClC1=CC(=CC=2C(C3=C(N=C(S3)N3CCCCC3)OC12)=O)Cl